2-methyl-6-methoxy-4-iodoisoquinolin-1(2H)-one CN1C(C2=CC=C(C=C2C(=C1)I)OC)=O